N1CCC=2C1=NC=CC2N2C[C@@H](N(CC2)C(=O)OC(C)(C)C)C Tert-butyl (S)-4-(2,3-dihydro-1H-pyrrolo[2,3-b]pyridin-4-yl)-2-methylpiperazine-1-carboxylate